tert-butyl (R)-3-(4-(2-((4-(3-(2-ethoxyphenoxy)piperidin-1-yl)-6-(trifluoromethyl) pyrimidin-2-yl)amino)-2-oxoethyl)phenyl)-2,2-dimethylpropanoate C(C)OC1=C(O[C@H]2CN(CCC2)C2=NC(=NC(=C2)C(F)(F)F)NC(CC2=CC=C(C=C2)CC(C(=O)OC(C)(C)C)(C)C)=O)C=CC=C1